O=C(C(=O)OC(C)(C)C)CCC tert-butyl oxovalerate